(R)-1-(3-((tert-butyldimethylsilyl)oxy)pyrrolidine-1-carbonyl)-3-methyl-1H-imidazol-3-ium iodide [I-].[Si](C)(C)(C(C)(C)C)O[C@H]1CN(CC1)C(=O)N1C=[N+](C=C1)C